ethyl 6-chloro-4-[(4-methoxyphenyl) methylamino]pyridine-3-carboxylate ClC1=CC(=C(C=N1)C(=O)OCC)NCC1=CC=C(C=C1)OC